5-({2-[(4-{[(tert-butoxy)carbonyl]({2-chloro-[1,1'-biphenyl]-4-yl}methyl)amino}butyl)amino]ethyl}amino)benzo[c]2,6-naphthyridine-8-carboxylic acid C(C)(C)(C)OC(=O)N(CCCCNCCNC1=NC2=C(C3=CN=CC=C13)C=CC(=C2)C(=O)O)CC2=CC(=C(C=C2)C2=CC=CC=C2)Cl